C1(CC1)C#CC1=C(C2=C(N=C3N2[C@H]2C4=C(C(N([C@@H]3C2)C([2H])([2H])[2H])=O)C=CC=C4OC(F)F)C=C1)F (7R,14R)-11-(cyclopropylethynyl)-1-(difluoromethoxy)-12-fluoro-6-(methyl-d3)-6,7-dihydro-7,14-methanobenzo[f]benzo[4,5]imidazo[1,2-a][1,4]diazocin-5(14H)-one